C(C(C(=O)[O-])O)S(=O)(=O)[O-] The molecule is an organosulfonate oxoanion arising from deprotonation of the sulfo and carboxy groups of 3-sulfolactic acid. It is a hydroxy monocarboxylic acid anion and an alkanesulfonate oxoanion. It is a conjugate base of a 3-sulfolactic acid.